1-(2,6-dihydroxyphenyl)-3-(4-hydroxy-3-methoxyphenyl)propan-1-one OC1=C(C(=CC=C1)O)C(CCC1=CC(=C(C=C1)O)OC)=O